S1C(=NC2=C1C=CC=C2)CN2CCN(CC2)C=2C=C(C=CC2C=2N=NNN2)N2CCOCC2 4-[3-[4-(1,3-benzo-thiazol-2-ylmethyl)-piperazin-1-yl]-4-(2H-tetrazol-5-yl)-phenyl]morpholine